N1(C=NC=C1)C=1SC=C(N1)C(=O)O 2-(1H-imidazol-1-yl)thiazole-4-carboxylic acid